FC(C(=O)O)(F)F.NC1=NC2=CC(=CC(=C2C=C1)N1CCN(CC1)C(C(C)C)=O)S(=O)(=O)NC1(CC1)C 2-amino-5-(4-isobutyrylpiperazin-1-yl)-N-(1-methylcyclopropyl)quinoline-7-sulfonamide 2,2,2-trifluoroacetate